[SiH3][PH2]=O Silylphosphine Oxide